C1(=CC=CC=C1)C(C)([Si](OCC)(OCC)OCC)N1CCOCC1 4-(1-Phenyl-1-(triethoxysilyl)ethyl)tetrahydro-1,4-oxazin